CCCCCCCCCCCCCCC(=O)O[C@H](COC(=O)CCCCCC/C=C\C/C=C\C/C=C\CCCCC)COP(=O)(O)OC[C@@H](C(=O)O)N 1-(8Z,11Z,14Z-eicosatrienoyl)-2-pentadecanoyl-glycero-3-phosphoserine